N-(oxo(phenyl)(2-(pyridin-2-yl)vinyl)-lambda6-sulfanylidene)cyanamide O=S(=NC#N)(C=CC1=NC=CC=C1)C1=CC=CC=C1